(E)-5-Dimethylamino-2-(4-(2-(pyridin-4-yl)vinyl)-[2,4'-bipyrimidin]-2'-yl)isoindoline CN(C=1C=C2CN(CC2=CC1)C1=NC=CC(=N1)C1=NC=CC(=N1)\C=C\C1=CC=NC=C1)C